O=C1[C@@H](N(CO1)C(=O)OC1C2=CC=CC=C2C=2C=CC=CC12)CCC1=CC=CC=C1 (9H-fluoren-9-yl) (S)-5-oxo-4-phenethyloxazolidine-3-carboxylate